NCC=1C=C(C=CC1)C=1C=CC2=C(C(=C(O2)CC)COC2=C(C=CC(=C2)OC)CC(=O)OCC)C1 ethyl 2-(2-((5-(3-(aminomethyl)phenyl)-2-ethylbenzofuran-3-yl)methoxy)-4-methoxyphenyl)acetate